C(CCCCC)OC1=CC=C(C=C1)CC(=O)OC methyl 2-(4-(hexyloxy)phenyl)acetate